C(CCCCCCC\C=C/CCCCCCCC)(=O)OC(C)=O acetic-oleic anhydride